7H-pyrano[2,3-d]pyrimidine-6-carboxylic acid methyl ester COC(=O)C1=CC2=C(N=CN=C2)OC1